ClC1=C(C=CC(=C1)C1=NC2=CC=C(C=C2C(=C1)C(=O)O)F)C1=CC(=CC=C1)OCC 2-(2-chloro-3'-ethoxy-[1,1'-biphenyl]-4-yl)-6-fluoroquinoline-4-carboxylic acid